5-{[1-(3-{2-azaspiro[3.3]heptan-6-yloxy}phenyl)imidazol-4-yl]amino}pyrazine-2-carbonitrile C1NCC12CC(C2)OC=2C=C(C=CC2)N2C=NC(=C2)NC=2N=CC(=NC2)C#N